NC[C@H](CC(=O)O)C[C@@H](CCC(C)C)C (3S,5R)-3-aminomethyl-5,8-dimethyl-nonanoic acid